NC1=C(C(=O)O)C=C(C(=C1I)C=1SC(=CN1)C(F)(F)F)C(F)(F)F 2-amino-3-iodo-5-(trifluoromethyl)-4-(5-(trifluoromethyl)thiazol-2-yl)benzoic acid